CCCCCCCCCCCCCCCCCC(=O)OC[C@H](COP(=O)(O)OC[C@H](CO)O)OC(=O)CCCCCCC/C=C\CCCCCCCC 1-octadecanoyl-2-(9Z-octadecenoyl)-sn-glycero-3-phospho-(1'-sn-glycerol)